(1E,4E)-1,5-bis(4-fluorophenyl)-1,4-pentadien-3-one FC1=CC=C(C=C1)\C=C\C(\C=C\C1=CC=C(C=C1)F)=O